4-hydroxy-4-methylpentan-2-yl hydrogen ((5-(4-methoxy-3-propoxyphenyl) pyridin-3-yl) propyl) borate B(OC(C)CC(C)(C)O)(O)OCCCC=1C=NC=C(C1)C1=CC(=C(C=C1)OC)OCCC